ClC=1C=C(C=C(C1)N1CCS(CC1)(=O)=O)C(=O)N1CCN(CC1)C=1OC=2C(=NC(=CC2)C)N1 [3-Chloro-5-(1,1-dioxo-1,4-thiazinan-4-yl)phenyl]-[4-(5-methyloxazolo[4,5-b]pyridin-2-yl)piperazin-1-yl]methanon